C(C)C1=C(C=CC(=C1)O)N=C(N)C1=C(C=2N(N=C1)C=C(C2)C=2C=NC(=CC2)OC)NC2CN(CCC2)C(C=C)=O N'-(2-ethyl-4-hydroxy-phenyl)-6-(6-methoxy-3-pyridyl)-4-[(1-prop-2-enoyl-3-piperidyl)amino]pyrrolo[1,2-b]pyridazine-3-carboxamidine